5-chloro-1-methyl-3-((4-(trifluoromethoxy)phenyl)amino)quinoxalin-2(1H)-one ClC1=C2N=C(C(N(C2=CC=C1)C)=O)NC1=CC=C(C=C1)OC(F)(F)F